FC=1C=C(C(=O)NC)C=C(C1)C(C)N1C(C2=CC=C(C=C2C=C1)C=1C=NNC1F)=O 3-Fluoro-5-(1-(6-(5-fluoro-1H-pyrazol-4-yl)-1-oxoisoquinolin-2(1H)-yl)ethyl)-N-methylbenzamide